C(#N)C=1C=C(CC=2C=CC(=NC2)NC(=O)C2=NN(C(CC2)=O)C)C=CC1F N-(5-(3-cyano-4-fluorobenzyl)pyridin-2-yl)-1-methyl-6-oxo-1,4,5,6-tetrahydropyridazine-3-carboxamide